(1S,3aS,6aR)-N-((S)-1-cyano-2-((R)-2-oxopiperidin-3-yl)ethyl)-2-(9-hydroxy-9H-fluorene-9-carbonyl)octahydrocyclopenta[c]pyrrole-1-carboxamide C(#N)[C@H](C[C@@H]1C(NCCC1)=O)NC(=O)[C@H]1N(C[C@@H]2[C@H]1CCC2)C(=O)C2(C1=CC=CC=C1C=1C=CC=CC21)O